NC(C#N)C=1C=NC=C(C1)C 2-amino-2-(5-methyl-3-pyridinyl)acetonitrile